4-Chloro-3'-((4-(3,3-dimethylbutanoyl)-3-hydroxy-2-methylphenoxy)methyl)-[1,1'-biphenyl]-3-carboxylic acid ClC1=C(C=C(C=C1)C1=CC(=CC=C1)COC1=C(C(=C(C=C1)C(CC(C)(C)C)=O)O)C)C(=O)O